6-((S)-3-methylmorpholinyl)-1-(benzenesulfonyl)-1H-pyrrole C[C@@H]1N(CCOC1)C1=CC=CC=C1S(=O)(=O)N1C=CC=C1